FC1=CC2=C(C(=NO2)C)C=C1N1CCN(CC1)CCN1C=2N=C(N3C(C2N=C1)=NC(=N3)C3=NC=CC=C3)N 3-(2-(4-(6-fluoro-3-methylbenzo[d]isoxazol-5-yl)piperazin-1-yl)ethyl)-8-(pyridin-2-yl)-3H-[1,2,4]triazolo[5,1-i]purin-5-amine